CC1=NN(C=C1)CCCOC1OCCCC1 3-methyl-1-{3-[(oxan-2-yl)oxy]propyl}-1H-pyrazole